1-(3-chloro-2,6-diethylphenyl)-3-{2-methyl-1-[3-(pyridin-3-yl)-1,2,4-oxadiazol-5-yl]propyl}urea ClC=1C(=C(C(=CC1)CC)NC(=O)NC(C(C)C)C1=NC(=NO1)C=1C=NC=CC1)CC